ClC1=CC=C(CN2C3(CN(C3)C3=CC=C(C=C3)F)C(N(CC2=O)C(C)C)=O)C=C1 5-(4-chlorobenzyl)-2-(4-fluorophenyl)-8-isopropyl-2,5,8-triazaspiro[3.5]-nonane-6,9-dione